C(#N)C=1C=C(OC2=C(C3=C(C(N(S3(=O)=O)C)C#N)C=C2)C(F)F)C=C(C1)F 6-(3-cyano-5-fluorophenoxy)-7-(difluoromethyl)-2-methyl-2,3-dihydrobenzo[d]isothiazole-3-carbonitrile-1,1-dioxide